4-Hydroxy-5-(5H-imidazo[5,1-a]isoindol-5-yl)azepan-1-sulfonamid OC1CCN(CCC1C1N2C(C3=CC=CC=C13)=CN=C2)S(=O)(=O)N